ClC=1C=C2C(=NC1)NC=C2C=2N=CC1=C(N(C3=CC=C(C=C13)F)[C@@H]1[C@H](C3CCC1CC3)C(=O)O)N2 (2S,3S)-3-(2-{5-chloro-1H-pyrrolo[2,3-b]pyridin-3-yl}-6-fluoro-9H-pyrimido[4,5-b]indol-9-yl)bicyclo[2.2.2]octane-2-carboxylic acid